FC1=C(C(=C(C(=C1[B-](C1=C(C(=C(C(=C1F)F)F)F)F)(C1=C(C(=C(C(=C1F)F)F)F)F)C1=C(C(=C(C(=C1F)F)F)F)F)F)F)F)F.C(CCCCCCCCCCCCC)[NH2+]CCCCCCCCCCCCCC bis(tetradecyl)ammonium tetrakis(pentafluorophenyl)borate